C1(CC1)NC1CCN(CC1)C1=CC=C(C2=C1OCO2)C(=O)NC=2C(=C(C=1N(C2)C=C(N1)C)F)OC 7-[4-(cyclopropylamino)-1-piperidyl]-N-(8-fluoro-7-methoxy-2-methyl-imidazo[1,2-a]pyridin-6-yl)-1,3-benzodioxole-4-carboxamide